Methyl 6-(bromomethyl)-4-(3,4-difluoro-2-methylphenyl)-2-(thiazol-2-yl)-1,4-dihydropyrimidine-5-carboxylate BrCC1=C(C(N=C(N1)C=1SC=CN1)C1=C(C(=C(C=C1)F)F)C)C(=O)OC